CC(CCOC(=O)NCC1=C(N=NN1C)C1=CC=C(C(=N1)C)O[C@@H]1C[C@H](CCC1)C(=O)O)(C)C (1S,3S)-3-((6-(5-((((3,3-dimethyl-butoxy)carbonyl)amino)methyl)-1-methyl-1H-1,2,3-triazol-4-yl)-2-methylpyridin-3-yl)oxy)cyclohexanecarboxylic acid